ClC1=CC=2C=3C=CC(=CC3N(C(N(C2N=C1)CC)=O)C1=C(C=C(C=C1F)NCCNCCCC(=O)O)F)Cl 4-({2-[(4-{4,13-dichloro-8-ethyl-9-oxo-6,8,10-triazatricyclo[9.4.0.02,7]pentadeca-1(11),2(7),3,5,12,14-hexaen-10-yl}-3,5-difluorophenyl)amino]ethyl}amino)butanoic Acid